Salicylic acid chloride C(C=1C(O)=CC=CC1)(=O)Cl